C12(CC3CC(CC(C1)C3)C2)CN2N=CC(=C2C)C2=C(C=3OCCN(C3N=C2)C=2C=NC(=CC2)NC=2SC3=C(N2)C=CC=C3)C(=O)OC methyl 7-(1-(adamantan-1-ylmethyl)-5-methyl-1H-pyrazol-4-yl)-4-(6-(benzo[d]thiazol-2-ylamino)pyridin-3-yl)-3,4-dihydro-2H-pyrido[3,2-b][1,4]oxazine-8-carboxylate